rel-5-((1S,2R)-2-(2H-1,2,3-Triazol-4-yl)cyclopropyl)-4-bromo-6-chloro-1-(tetrahydro-2H-pyran-2-yl)-1H-indazole N=1NN=C(C1)[C@H]1[C@H](C1)C=1C(=C2C=NN(C2=CC1Cl)[C@@H]1OCCCC1)Br |o1:18|